ClC1=CC=C(C=C1)N1N=CC(=C1NC(C1=CC=C(C=C1)F)=O)C=1OCCN1 N-(1-(4-chlorophenyl)-4-(4,5-dihydro-oxazol-2-yl)-1H-pyrazol-5-yl)-4-fluorobenzamide